pentacyclo[6.5.1.13,6.02,7.09,13]-4,10-pentadecadiene C12C3C4C=CC(C3C(C3C=CCC31)C2)C4